(Z)-2-(4-(12-((2-(2,6-dioxopiperidin-3-yl)-1,3-dioxoisoindol-4-yl)amino)dodecyl)piperazin-1-yl)-N-(5-((5-fluoro-2-oxoindole-3-ylidene)methyl)-4-methyl-1H-pyrrol-3-yl)acetamide O=C1NC(CCC1N1C(C2=CC=CC(=C2C1=O)NCCCCCCCCCCCCN1CCN(CC1)CC(=O)NC1=CNC(=C1C)\C=C\1/C(NC2=CC=C(C=C12)F)=O)=O)=O